S(=O)(=O)(OC[C@H]([C@H]([C@@H](C(=O)NCCCCCCCC)O)O)O)[O-].[Na+] Sodium (2R,3R,4S,5R)-2,3,4-trihydroxy-5-(octylamino)-5-oxopentyl sulfate